cyanoethyl-tris(trimethylsiloxy)silane C(#N)CC[Si](O[Si](C)(C)C)(O[Si](C)(C)C)O[Si](C)(C)C